C(\C=C\C)(=O)NC=1C=C2C(C(N(C2=CC1)CC1=CC=C(C(=O)NC)C=C1)=O)C1OCC(CO1)(C)C (E)-4-((5-but-2-eneamido-3-(5,5-dimethyl-1,3-dioxan-2-yl)-2-oxoindol-1-yl)methyl)-N-methylbenzamide